OC(CCC(=O)O)CCCCCCC(C)C.C(C)(=O)O acetic acid (2-hydroxyisoundecyl acetate)